tert-butyl 1-((3-((4-cyano-2-methoxyphenyl) sulfonamido)-4-methoxybenzo[d]isoxazol-6-yl) methyl)-4,6-dihydropyrrolo[3,4-c]pyrazole-5(1H)-carboxylate C(#N)C1=CC(=C(C=C1)S(=O)(=O)NC1=NOC2=C1C(=CC(=C2)CN2N=CC1=C2CN(C1)C(=O)OC(C)(C)C)OC)OC